NC=1C(=NC(=CC1C1=C2C=NN(C2=CC=C1C)C(=O)OC(C)(C)C)Cl)C(N)=O tert-butyl 4-(3-amino-2-carbamoyl-6-chloropyridin-4-yl)-5-methyl-1H-indazole-1-carboxylate